n-decadiene C=CC=CCCCCCC